3-(4-methoxyphenyl)-4-oxo-4H-chromen-7-yl butyrate C(CCC)(=O)OC1=CC=C2C(C(=COC2=C1)C1=CC=C(C=C1)OC)=O